BrC=1C(=C2C(=NC1)NC(=N2)C2=C(C=C(C=C2)N2CCN(CC2)CCOC)F)NC2CCN(CC2)CC2CC2 6-Bromo-N-[1-(cyclopropylmethyl)piperidin-4-yl]-2-{2-fluoro-4-[4-(2-methoxyethyl)piperazin-1-yl]phenyl}-3H-imidazo[4,5-b]pyridin-7-amine